racemic-isopropyl-(phenyl)phosphorus oxide C(C)(C)[P](C1=CC=CC=C1)=O